(4R,5S)-5-fluoro-1-(4-((5-((S)-1-hydroxypropan-2-yl)-8-((R)-2-methylazetidin-1-yl)-2,7-naphthyridin-3-yl)amino)pyrimidin-2-yl)-3,3-dimethylpiperidin-4-ol F[C@@H]1[C@@H](C(CN(C1)C1=NC=CC(=N1)NC=1N=CC2=C(N=CC(=C2C1)[C@@H](CO)C)N1[C@@H](CC1)C)(C)C)O